ClC=1C=C2C=C(NC2=CC1C1=NC(=C(C=C1)OC)F)CNC(=O)[C@@H]1OCCC1 N-{[5-chloro-6-(6-fluoro-5-methoxy-2-pyridyl)-2-indolyl]methyl}-(R)-perhydro-2-furamide